CC=1C=C(C=C(C1)C)C#C 3,5-dimethylphenylacetylene